(2-methoxypyridin-4-yl)-7-oxo-2,7-dihydro-4H-[1,2,3]triazolo[4,5-b]pyridin COC1=NC=CC(=C1)N1N=C2C(NC=CC2=O)=N1